2-(2-hydroxyphenyl)-4,6-diphenyl-1,3,5-triazine OC1=C(C=CC=C1)C1=NC(=NC(=N1)C1=CC=CC=C1)C1=CC=CC=C1